FC=1C=C(CNC(=O)C2=C3NC(=NC3=NC=N2)[C@H]2N(CCC2)C(C)C)C=C(C1)C=1C=NN(C1)C (S)-N-(3-fluoro-5-(1-methyl-1H-pyrazol-4-yl)benzyl)-8-(1-isopropylpyrrolidin-2-yl)-7H-purine-6-carboxamide